FC(C1=CSC2=C1CC(CC2)NC(OCC2=CC=CC=C2)=O)(F)F benzyl N-[3-(trifluoromethyl)-4,5,6,7-tetrahydrobenzothiophen-5-yl]carbamate